1-Octyl-2-ethylpyrrolium cyanid [C-]#N.C(CCCCCCC)[NH+]1C(=CC=C1)CC